1-(trifluoromethyl)cyclopropane-1-carboxylic acid ethyl ester C(C)OC(=O)C1(CC1)C(F)(F)F